FC=1C=C(C=CC1)C#CC=1C=C2CCC(C2=CC1)N1CCCCC1 1-(5-((3-fluorophenyl)ethynyl)-2,3-dihydro-1H-inden-1-yl)piperidine